3-CYCLOPROPOXY-5-FORMYLPICOLINAMIDE C1(CC1)OC=1C(=NC=C(C1)C=O)C(=O)N